3-Glycidyloxy-propyltrimethoxysilan C(C1CO1)OCCC[Si](OC)(OC)OC